C1(=CC=CC2=CC=CC=C12)[C@@H](C)NC(C1=CC(=CC=C1)N1CCCCC1)=O N-[(1R)-1-(1-naphthyl)ethyl]-3-(1-piperidinyl)benzamide